(S)-2-((6-((4-chloro-2-fluorophenyl)methoxy-d2)-3',6'-dihydro-[2,4'-Bipyridin]-1'(2'H)-yl)methyl)-1-(oxetan-2-ylmethyl)-1H-benzo[d]imidazole-6-carboxylic acid methyl ester COC(=O)C=1C=CC2=C(N(C(=N2)CN2CCC(=CC2)C2=NC(=CC=C2)OC([2H])([2H])C2=C(C=C(C=C2)Cl)F)C[C@H]2OCC2)C1